2-hydroxy-5-(trifluoromethyl)benzonitrile OC1=C(C#N)C=C(C=C1)C(F)(F)F